triiodothyronine-d N[C@@H](CC1=CC(I)=C(C(I)=C1)OC1=CC(I)=C(C=C1)O)C(=O)O[2H]